O(C1=CC=CC=C1)P1(=NP(=NP(=N1)(OC1=CC=CC=C1)OC1=CC=CC=C1)(OC1=CC=CC=C1)OC1=CC=CC=C1)OC1=CC=CC=C1 hexa(phenoxy)cyclotriphosphazene